NC=1C(=NC=CC1C(C)=O)C(=C)C 1-(3-amino-2-(prop-1-en-2-yl)pyridin-4-yl)ethane-1-one